FC1=C(C(=C2C=NNC2=C1NC(C)C)C=1N=CC=2N(C1)C=C(N2)NC(=O)[C@H]2[C@H](C2)F)C(=O)O 6-fluoro-4-(2-((1S,2S)-2-fluorocyclopropane-1-carboxamido)imidazo[1,2-a]pyrazin-6-yl)-7-(isopropylamino)-1H-indazole-5-carboxylic acid